C(C=C)(=O)N1[C@H](CN(C[C@H]1C)C1=NC(N2C3=C(C(=C(C=C13)C(F)(F)F)C1=C(C=C(C(=C1)Cl)F)F)SC[C@@H]2CN(C)C)=O)C (3S)-7-((3S,5R)-4-acryloyl-3,5-dimethylpiperazin-1-yl)-10-(5-chloro-2,4-difluorophenyl)-3-((dimethylamino)methyl)-9-(trifluoromethyl)-2H-[1,4]thiazino[2,3,4-ij]quinazolin-5(3H)-one